4-[(2-{4-[5-chloro-2-(4,5-dihydro-1,2-oxazol-3-yl)phenyl]-5-methoxy-2-oxopyridin-1(2H)-yl}-3-[(2R)-tetrahydro-2H-pyran-2-yl]propionyl)amino]benzoic acid methyl ester COC(C1=CC=C(C=C1)NC(C(C[C@@H]1OCCCC1)N1C(C=C(C(=C1)OC)C1=C(C=CC(=C1)Cl)C1=NOCC1)=O)=O)=O